N-((S)-(2-((S)-amino(4,4-difluorocyclohexyl)methyl)imidazo[1,2-a]pyrimidin-7-yl)(cyclopropyl)methyl)-2-(3,3-difluorocyclobutyl)acetamide N[C@H](C=1N=C2N(C=CC(=N2)[C@@H](NC(CC2CC(C2)(F)F)=O)C2CC2)C1)C1CCC(CC1)(F)F